(3-butenyl)(8-nonenyl)dichlorosilane C(CC=C)[Si](Cl)(Cl)CCCCCCCC=C